5,10-bis(3-hydroxypropyl)-2,7-di(tert-butyl)-5,10-dihydrophenazine OCCCN1C=2C=CC(=CC2N(C2=CC=C(C=C12)C(C)(C)C)CCCO)C(C)(C)C